(1R,4R)-4-amino-1-(trifluoromethyl)cyclohexanol C1CC(CCC1N)(C(F)(F)F)O